(R)-4-(7-(1,4-Dimethyl-1H-pyrazol-5-yl)-2-(2-methyl-1H-benzo[d]imidazole-1-yl)thieno[3,2-d]pyrimidin-4-yl)-3-methylmorpholine CN1N=CC(=C1C1=CSC2=C1N=C(N=C2N2[C@@H](COCC2)C)N2C(=NC1=C2C=CC=C1)C)C